C1(CCCC1)N1N=CC=2C(=CC(=CC12)C=1C2=C(C(N(C1)C)=O)NC=C2)C(=O)NCC=2C(NC(=CC2C)C)=O 1-cyclopentyl-N-((4,6-dimethyl-2-oxo-1,2-dihydropyridin-3-yl)methyl)-6-(6-methyl-7-oxo-6,7-dihydro-1H-pyrrolo[2,3-C]pyridin-4-yl)-1H-indazole-4-carboxamide